ClC=1C=C2C(=NC1OC)C(=C(N2C)C2=NN=C(N2)CF)C=2C=NNC2 6-chloro-2-(5-(fluoromethyl)-4H-1,2,4-triazol-3-yl)-5-methoxy-1-methyl-3-(1H-pyrazol-4-yl)-1H-pyrrolo[3,2-b]pyridine